OC[C@H](C)[C@H]1CNC(C=2N1N=C(C2)N2[C@@H](COCC2)C)=O (S)-7-((R)-1-hydroxypropan-2-yl)-2-((R)-3-methylmorpholino)-6,7-dihydropyrazolo[1,5-a]pyrazin-4(5H)-one